(2R,4S)-2-(6-benzyloxy-3-pyridyl)tetrahydropyran-4-carbonyl chloride C(C1=CC=CC=C1)OC1=CC=C(C=N1)[C@@H]1OCC[C@@H](C1)C(=O)Cl